BrC(C(=O)N1[C@H](CN(CC1)C=1C2=C(N=C(N1)OC[C@H]1N(CCC1)C)CN(CC2)C2=CC=CC1=CC=CC(=C21)Cl)CC#N)=C ((S)-1-(2-Bromoacryloyl)-4-(7-(8-chloronaphthalen-1-yl)-2-(((S)-1-methylpyrrolidin-2-yl)methoxy)-5,6,7,8-tetrahydropyrido[3,4-d]pyrimidin-4-yl)piperazin-2-yl)acetonitrile